C(C)(C)N1C(=NN=C1)C1=CC=CC(=N1)NC(=O)NC1=NN(C2=CC=CC=C12)C1=CC=CC=C1 1-(6-(4-isopropyl-4H-1,2,4-triazol-3-yl)pyridin-2-yl)-3-(1-phenyl-1H-indazol-3-yl)urea